C(C)[S-].[Na+] Sodium Ethanethiolate